5,6-dichloro-2-methyl-3(2H)-pyridazinone ClC1=CC(N(N=C1Cl)C)=O